4-methyl-2,3-dihydro-1,4-benzoxazine-7-carboxylic Acid CN1CCOC2=C1C=CC(=C2)C(=O)O